BrC1=CC=C(C=N1)N1C=C(C(C2=CC(=CC=C12)Cl)=O)C(=O)O 1-(6-bromopyridin-3-yl)-6-chloro-4-oxo-1,4-dihydroquinoline-3-carboxylic acid